C[N+](CCC[Si](OC)(OC)OC)(CCCP(=O)(O)O)C N,N-dimethyl-N-(3-phosphonopropyl)-3-(trimethoxysilyl)-1-propanaminium